((S)-2-amino-3-fluoropropyl)-2-(1-(cyclopropylmethyl)-7-(((S)-5-oxopyrrolidin-3-yl)methoxy)-1H-indol-2-yl)-3-methyl-3,5,6,7-tetrahydro-8H-imidazo[4,5-b][1,6]naphthyridin-8-one N[C@@H](CC1CNC(C=2C=C3C(=NC12)N(C(=N3)C=3N(C1=C(C=CC=C1C3)OC[C@@H]3CNC(C3)=O)CC3CC3)C)=O)CF